2-(2-chloropyridin-4-yl)propan ClC1=NC=CC(=C1)C(C)C